FC=1C=C(C=CC1)C1CN(C1)C(=O)C1=CC(=NC=C1C)C(=O)N1CCC(CC1)(C#N)C1=CC=CC=C1 1-(4-(3-(3-fluorophenyl)azetidine-1-carbonyl)-5-methylpicolinoyl)-4-phenylpiperidine-4-carbonitrile